Cl.Cl.N1N=CC(=C1)C1=CC=C(C=C1)NC(C(CN)C1=CC=C(C=C1)F)=O N-(4-(1H-pyrazol-4-yl)phenyl)-3-amino-2-(4-fluorophenyl)propanamide dihydrochloride